5-[[(2R)-2-fluoropropyl]amino]-6-(1-methylbenzimidazol-4-yl)-3-(4-morpholinoanilino)pyrazine-2-carboxamide F[C@@H](CNC=1N=C(C(=NC1C1=CC=CC=2N(C=NC21)C)C(=O)N)NC2=CC=C(C=C2)N2CCOCC2)C